C1(=CC=CC=CC=C1)[Ti]C1C=CC=C1 cyclooctatetraenyl-cyclopentadienyl-titanium